N1(CCNCC1)N[C@@H](CC(C)C)[C@@H](O)CC(O)=O piperazinostatine